C(C)N1CC2=CC=C(C=C2CC1)CN1N=C(C(=C1)C(=O)NCC1=C(C(=CC=C1N1N=C(N=C1)C(F)(F)F)OC)F)COC 1-[(2-ethyl-3,4-dihydro-1H-isoquinolin-6-yl)methyl]-N-({2-fluoro-3-methoxy-6-[3-(trifluoromethyl)-1,2,4-triazol-1-yl]phenyl}methyl)-3-(methoxymethyl)pyrazole-4-carboxamide